tert-butyl 6-((N-(tert-butoxycarbonyl) sulfamoyl) ((4-(trifluoromethyl) cyclohexyl) methyl) amino)-2-azaspiro[3.3]heptane-2-carboxylate C(C)(C)(C)OC(=O)NS(=O)(=O)N(C1CC2(CN(C2)C(=O)OC(C)(C)C)C1)CC1CCC(CC1)C(F)(F)F